NC1=NC=2C=CC(=CC2C=2N1C=NN2)C(=O)N(C2CCC1=CC(=CC=C21)C(F)(F)F)C21CC(C2)C1 5-amino-N-(bicyclo[1.1.1]pentan-1-yl)-N-(5-(trifluoromethyl)-2,3-dihydro-1H-inden-1-yl)-[1,2,4]triazolo[4,3-c]quinazoline-9-carboxamide